menthylamide C1(CC(C(CC1)C(C)C)[NH-])C